acrylic acid, anthranylamide C1(=CC=CC2=CC3=CC=CC=C3C=C12)NC(C=C)=O